Cl.C1=CC=CC=2C3=CC=CC=C3C(C12)COC(=O)N1C[C@H](NCC1)C(NCC=1SC=CC1)=O.BrC1=CC(=C2C(N(CC2=C1)[C@@H](C)C1CC1)=O)NS(=O)(=O)CC (S)-N-(6-bromo-2-(1-cyclopropylethyl)-3-oxoisoindol-4-yl)ethanesulfonamide (9H-fluoren-9-yl)methyl-(S)-3-((thiophen-2-ylmethyl)carbamoyl)piperazine-1-carboxylate hydrochloride